[Pr].[Gd] Gadolinium praseodymium